C[Si](O[Si](C)(C)CCCN(CCC(=O)NCCCCCCCCCCCCCC)CCC(=O)NCCCCCCCCCCCCCC)(C)CCCN(CCC(=O)NCCCCCCCCCCCCCC)CCC(=O)NCCCCCCCCCCCCCC 3,3',3'',3'''-(((1,1,3,3-tetramethyldisiloxane-1,3-diyl)bis(propane-3,1-diyl))bis(azanetriyl))tetrakis(N-tetradecylpropanamide)